2-(α-carbonylpentyl)benzoic acid C(=O)=C(CCCC)C1=C(C(=O)O)C=CC=C1